6-((4-methoxybenzyl)amino)-N-(2-(4-methylpiperazin-1-yl)-5-(4-((3-morpholinopropyl)carbamoyl)-1H-1,2,3-triazol-1-yl)phenyl)-4-(trifluoromethyl)nicotinamide COC1=CC=C(CNC2=NC=C(C(=O)NC3=C(C=CC(=C3)N3N=NC(=C3)C(NCCCN3CCOCC3)=O)N3CCN(CC3)C)C(=C2)C(F)(F)F)C=C1